N-(3-Trimethoxysilyl-propyl)-2-hydroxypropanamid CO[Si](CCCNC(C(C)O)=O)(OC)OC